trimethyl{[3-(trimethoxysilyl)propyl]}ammonium chloride [Cl-].C[N+](CCC[Si](OC)(OC)OC)(C)C